2-methyl-6-nitroisoindolin-5-ol CN1CC2=CC(=C(C=C2C1)O)[N+](=O)[O-]